C(=C)C1=CC=C(C=C1)CO[Si](OC)(OC)C 4-vinylphenyl-methyltrimethoxysilane